CC=CC(=O)OCCC[Si](OC)(OC)OC [3-(methylacryloyloxy)propyl]trimethoxysilane